4-[(4-benzyl-5-morpholino-1,2,4-triazol-3-yl)sulfanyl]-3,5-difluoro-benzenecarbohydroxamic acid C(C1=CC=CC=C1)N1C(=NN=C1N1CCOCC1)SC1=C(C=C(C=C1F)C(=O)NO)F